C(CCCCCCCC(=O)OC(CCCCCC)CCCCCCCC)(=O)OC1=CC=C(C=C1)CC(=O)OCCC1CCN(CC1)CCSSCCN1CCC(CC1)CCOC(CC1=CC=C(C=C1)OC(CCCCCCC\C=C/CCCCCCCC)=O)=O 1-(4-(2-(2-(1-(2-((2-(4-(2-(2-(4-(oleoyloxy)phenyl)acetoxy)ethyl)piperidin-1-yl)ethyl)disulfaneyl)ethyl)piperidin-4-yl)ethoxy)-2-oxoethyl)phenyl) 9-(pentadecan-7-yl) nonanedioate